(S)-2-cyclopropyl-3,3-difluoro-7-methyl-10-nitro-1,2,3,4-tetrahydro-[1,4]oxazepino[2,3-c][1,8]naphthyridin-6(7H)-one C1(CC1)[C@@H]1NC2=C(C(N(C=3N=CC(=CC23)[N+](=O)[O-])C)=O)OCC1(F)F